FC=1C=CC2=C(CCO2)C1CNC1=NC=C(C=2N1C=C(N2)C#N)C=2C=NN(C2)C2COCC2 5-(((5-fluoro-2,3-dihydrobenzofuran-4-yl)methyl)amino)-8-(1-(tetrahydrofuran-3-yl)-1H-pyrazol-4-yl)imidazo[1,2-c]pyrimidine-2-carbonitrile